CC=1N=C(SC1C)NC(=O)C=1C(=C(C=CC1)NC(C(=O)O)CCCC)C ((3-((4,5-dimethylthiazol-2-yl)carbamoyl)-2-methylphenyl)amino)hexanoic acid